C(#N)C=1C=NN2C1C(=CC(=C2)OCC(C)(C)O)C=2N=CC(=NC2)N2CCC(CC2)(C)NC(C2=C(C=CC(=C2)F)C(F)(F)F)=O N-(1-(5-(3-cyano-6-(2-hydroxy-2-methylpropoxy)pyrazolo[1,5-a]pyridin-4-yl)pyrazin-2-yl)-4-methylpiperidin-4-yl)-5-fluoro-2-(trifluoromethyl)benzamide